ClN1C(=C(C2=CC(=CC(=C12)F)C#N)C=1C=NNC1)C1=NNC(=N1)C(F)(F)F chloro-7-fluoro-3-(1H-pyrazol-4-yl)-2-(5-(trifluoromethyl)-1H-1,2,4-triazol-3-yl)-1H-indole-5-carbonitrile